C(CCCCCCCCCCCCC)N1C(=C(C(C=C1)=O)OCC1=CC=C(C=C1)O)C N-tetradecyl-2-methyl-3-(4-hydroxybenzyloxy)-pyridin-4-one